lithium difluoro (fluorophosphate) P(=O)(OF)(OF)F.[Li]